methyl 3-(5-(4-chloro-3-fluorophenyl)-1H-imidazol-2-yl)-1H-indazole-5-carboxylate ClC1=C(C=C(C=C1)C1=CN=C(N1)C1=NNC2=CC=C(C=C12)C(=O)OC)F